7-(3-trifluoromethyl-4-(4-methylpiperazin-1-yl)anilino)-3,4-dihydropyrimido[4,5-d]pyrimidin-2(1H)-one FC(C=1C=C(NC2=NC=C3C(=N2)NC(NC3)=O)C=CC1N1CCN(CC1)C)(F)F